5-chloro-N-[(2R)-2-cyclopropyl-3-(4-fluorophenyl)-2-methylpropyl]-4-oxo-3H-pyrimidine-2-carboxamide ClC=1C(NC(=NC1)C(=O)NC[C@@](CC1=CC=C(C=C1)F)(C)C1CC1)=O